CC=1C=CC(=C(C1)C1=C(C=C(C=C1OCN(C(OC)=O)C1=CC=CC=C1)CCCCC)OCN(C(OC)=O)C1=CC=CC=C1)C(=C)C dimethyl (((5'-methyl-4-pentyl-2'-(prop-1-en-2-yl)-[1,1'-biphenyl]-2,6-diyl)bis(oxy))bis(methylene))bis(phenyl carbamate)